C(C)(=O)N1CC2(C1)N(C(CN(C2=O)C2CCC(CC2)C)=O)CC2=CC=C(C=C2)C(F)(F)F 2-acetyl-8-((1r,4r)-4-methylcyclohexyl)-5-(4-(trifluoromethyl)benzyl)-2,5,8-triazaspiro[3.5]-nonane-6,9-dione